C(N)(=S)C1CCC2(CN(C2)C(=O)OC(C)(C)C)CC1 tert-butyl 7-carbamothioyl-2-azaspiro[3.5]nonane-2-carboxylate